ClC=1C=NC(=NC1)C=1C=C2C=CN(C(C2=CC1F)=O)CCC[C@H](C)NC=1C=NNC(C1C(F)(F)F)=O (S)-6-(5-chloropyrimidin-2-yl)-7-fluoro-2-(4-((6-oxo-5-(trifluoromethyl)-1,6-dihydropyridazin-4-yl)amino)pentyl)isoquinolin-1(2H)-one